COCC1=C(N=NN1C)CO (5-(methoxymethyl)-1-methyl-1H-1,2,3-triazol-4-yl)methanol